(5R,8R,9R,10S,13S,14S)-13-methyltetradecahydro-3H-cyclopenta[a]phenanthrene-3,17(2H)-dione C[C@@]12C(CC[C@H]1[C@@H]1CC[C@@H]3CC(CC[C@@H]3[C@H]1CC2)=O)=O